6-(pyridin-3-yl)-1H,6H,7H-pyrrolo[2,3-c]pyridin-7-one N1=CC(=CC=C1)N1C(C2=C(C=C1)C=CN2)=O